ClC1=C(C=CC(=C1)Cl)C=1C=CC(=NC1)C1CN(C1)C(=O)N1C[C@@H]2[C@@H](OCC(N2)=O)CC1 (4aR,8aS)-6-(3-(5-(2,4-Dichlorophenyl)pyridin-2-yl)azetidine-1-carbonyl)hexahydro-2H-pyrido[4,3-b][1,4]oxazin-3(4H)-one